N1=C(C=CC=C1)C1(CC1)NC(=O)[C@H]1CN(CC[C@@H]1NC(=O)C1=NOC(=C1)C1=C(C=C(C=C1F)F)F)[C@H]1[C@@H](CCC1)C (3S,4S)-1-((1R,2R)-2-methyl-cyclopentyl)-4-{[5-(2,4,6-trifluoro-phenyl)-isoxazole-3-carbonyl]-amino}-piperidine-3-carboxylic acid (1-pyridin-2-yl-cyclopropyl)-amide